(1S,3'R,4'S,5'S,6'R)-6'-methyl-6-(4-ethylbenzyl)-5-chloro-3',4',5',6'-tetrahydro-3H-spiro[isobenzofuran-1,2'-pyran]-3',4',5'-triol C[C@@H]1[C@H]([C@@H]([C@H]([C@]2(O1)OCC1=CC(=C(C=C12)CC1=CC=C(C=C1)CC)Cl)O)O)O